9'-(5-fluoropyridin-2-yl)-5',7',8',9'-tetrahydrospiro[azetidine-3,6'-pyrido[3,4-b]indole] FC=1C=CC(=NC1)N1C2=C(C=3CC4(CCC13)CNC4)C=CN=C2